COC=1N=C2C(=CC=NC2=CC1OC)OC1=C(C=C(C=C1)NC(=O)C=1C(=NC(=C(C1O)C=1SC=CC1)C)C)F N-[4-[(6,7-dimethoxy-1,5-naphthyridin-4-yl)oxy]-3-fluorophenyl]-4-hydroxy-2,6-dimethyl-5-thiophen-2-ylpyridine-3-carboxamide